Tri(2,2-diethyl-1-butyl)citrat C(C)C(CC(C(C(C(=O)[O-])(CC(CC)(CC)CC)CC(CC)(CC)CC)(O)C(=O)[O-])C(=O)[O-])(CC)CC